1-[2-(benzyloxy)ethyl]-2-methyl-1H-imidazo[4,5-c]quinolin-4-amine C(C1=CC=CC=C1)OCCN1C(=NC=2C(=NC=3C=CC=CC3C21)N)C